ClCCN1CCN(CC1)C1=NN(C=C1C)C1=CC=C(C=C1)C(F)(F)F 1-(2-chloroethyl)-4-[4-methyl-1-[4-(trifluoromethyl)phenyl]pyrazol-3-yl]piperazine